Amidinothiourea C(N)(=N)NC(=S)N